C(C)(C)(C)OC(CN1C(C2=CC(=CC=C2C1)OC1=CC=CC=C1)=O)=O 2-(1-oxo-6-phenoxy-3H-isoindol-2-yl)acetic acid tert-butyl ester